di(methylphenyl)silane CC1=C(C=CC=C1)[SiH2]C1=C(C=CC=C1)C